(S)-1-(5-methyl-2-((tetrahydrofuran-3-yl)amino)pyrimidin-4-yl)-1H-imidazole-4-carboxylic acid methyl ester COC(=O)C=1N=CN(C1)C1=NC(=NC=C1C)N[C@@H]1COCC1